COC(=O)[C@@H]1OC2(O[C@H]1CC1=C(C=CC=C1)Cl)CCCC2 (2R,3S)-methyl-3-(2-chlorobenzyl)-1,4-dioxaspiro[4.4]nonane-2-carboxylate